COC(C(C(=O)N(C1=CC=CC=C1)CCCC)(C)O)=O 3-(butyl-(phenyl)amino)-2-hydroxy-2-methyl-3-oxopropanoic acid methyl ester